(8-((3-chloro-4-(methylamino)-1H-pyrrolo[2,3-b]pyridin-6-yl)amino)-2,3-dihydrobenzo[b][1,4]dioxin-5-yl)(morpholino)methanone 2,2,2-trifluoroacetate FC(C(=O)O)(F)F.ClC1=CNC2=NC(=CC(=C21)NC)NC2=CC=C(C1=C2OCCO1)C(=O)N1CCOCC1